C[NH+]1CC(C1)NC(=O)C=1C=C(C=CC1)[C@@H](CCN1CCC(CC1)C=1C=C(C(=O)O)C=CC1)NC(=O)C=1SC2=NC=3CC[C@@H](CC3C=C2N1)C(C)(C)C 3-[1-[(3R)-3-[3-[(1-methylazetidin-1-ium-3-yl)carbamoyl]phenyl]-3-[[(7S)-7-tert-butyl-5,6,7,8-tetrahydrothiazolo[5,4-b]quinoline-2-carbonyl]amino]propyl]-4-piperidyl]benzoic acid